[Si](C)(C)(C(C)(C)C)OC=1C=C(CNC=O)C=CC1O[Si](C)(C)C(C)(C)C N-(3,4-bis((tert-butyldimethylsilyl)oxy)benzyl)formamide